1-ethyl-4-[4-(1-ethyl-3-methyl-1H-pyrazol-5-yl)-1-methyl-1H-imidazol-2-yl]-1H-pyrazolo[4,3-c]pyridine-6-carbonitrile C(C)N1N=CC=2C(=NC(=CC21)C#N)C=2N(C=C(N2)C2=CC(=NN2CC)C)C